ClC=1C=C2C(=NC1)N(N=C2N2[C@H](C[C@@H](C2)F)C2=C(C=CC(=C2)F)F)COCC[Si](C)(C)C 5-Chloro-3-((2R,4S)-2-(2,5-difluorophenyl)-4-fluoropyrrolidin-1-yl)-1-((2-(trimethylsilyl)ethoxy)methyl)-1H-pyrazolo[3,4-b]pyridine